OC1=CC=C(C=C1)C1(CCC(CC1)C(C)(C)C1CCC(CC1)(C1=CC=C(C=C1)O)C1=CC=C(C=C1)O)C1=CC=C(C=C1)O 2,2-bis[4,4-bis(4-hydroxyphenyl)-cyclohexyl]-propane